COC1=CC=C(CN(C(=O)OCCOCCOCC2=NC=CC=C2)CC2=CC=C(C=C2)OC)C=C1 ({{bis(4-methoxybenzyl)aminocarbonyloxy}ethoxyethoxy}methyl)pyridine